BrC1=CC(=C2C(=NC=NC2=C1)NC1=C(C(=C(C=C1)F)Cl)F)F 7-bromo-N-(3-chloro-2,4-difluorophenyl)-5-fluoro-quinazolin-4-amine